C1(CC1)C(=O)C1=CC(=C(COC2=CC=CC(=N2)C2CCN(CC2)CC2=NC3=C(N2C[C@H]2OCC2)C=C(C=C3)C(=O)OC)C(=C1)OC)F methyl (S)-2-((4-(6-((4-(cyclopropanecarbonyl)-2-fluoro-6-methoxybenzyl) oxy) pyridin-2-yl) piperidin-1-yl) methyl)-1-(oxetan-2-ylmethyl)-1H-benzo[d]imidazole-6-carboxylate